O1C(=NCC1)N(CCNC=1C2=C(N=C(N1)OC[C@H]1N(CCC1)C)CN(CC2)C2=CC=CC1=CC=CC(=C21)C)C (S)-N1-(4,5-dihydrooxazol-2-yl)-N1-methyl-N2-(7-(8-methylnaphthalen-1-yl)-2-((1-methylpyrrolidin-2-yl)methoxy)-5,6,7,8-tetrahydropyrido[3,4-d]Pyrimidin-4-yl)ethane-1,2-diamine